C(C)C(C(=O)N[C@H](C(=O)O)CCCCOCCC1=NC=2NCCCC2C=C1)CC (S)-2-(2-ethylbutanamido)-6-(2-(5,6,7,8-tetrahydro-1,8-naphthyridin-2-yl)ethoxy)hexanoic acid